(S)-(6-(dimethylamino)pyrazolo[1,5-a]pyridin-3-yl)(4-(7-methylpyrazolo[1,5-a]pyridin-2-yl)-6,7-dihydro-1H-imidazo[4,5-c]pyridin-5(4H)-yl)methanone CN(C=1C=CC=2N(C1)N=CC2C(=O)N2[C@@H](C1=C(CC2)NC=N1)C1=NN2C(C=CC=C2C)=C1)C